C(N)(=O)[C@H]1N2C(N([C@H](CC1)C2)S(=O)(=O)O)=O (2S,5R)-2-carbamoyl-7-oxo-1,6-diazabicyclo[3.2.1]octane-6-yl-sulfonic acid